C(C)(C)(C)OC(=O)NC1CCC(CC1)CN1C[C@@H](CC1)N1CCN(CC1)C(=O)OCC1=CC=CC=C1 Benzyl 4-[(3R)-1-[[4-(tert-butoxycarbonylamino)cyclohexyl]methyl]pyrrolidin-3-yl]piperazine-1-carboxylate